C(CCCCCC(C(=O)N)CC1=CC(=C(C(=C1)C(C)(C)C)O)C(C)(C)C)C(C(=O)N)CC1=CC(=C(C(=C1)C(C)(C)C)O)C(C)(C)C (hexane-1,6-diyl)bis[3-(3,5-di-tert-butyl-4-hydroxyphenyl)propionamide]